C(C)(C)(C)C=1C(=CC(=C(C1)C(CS)(CCCCCCCCCCCCCC)C1=C(C=C(C(=C1)C(C)(C)C)O)C)C)O 2,2-bis(5-tert-butyl-4-hydroxy-2-methyl-phenyl)-4-n-dodecyl-mercaptobutane